FC1=CC=C(C=C1)NC(=O)C1(CC1)C(=O)NC1=CC=C(C=C1)OC1=CC=NC2=CC(=C(C=C12)OC)C(NC)=O 1-N'-(4-fluorophenyl)-1-N-[4-[6-methoxy-7-(methylcarbamoyl)quinolin-4-yl]oxyphenyl]cyclopropane-1,1-dicarboxamide